5-[4-[(3S)-1-(3-Fluoropropyl)pyrrolidin-3-yl]oxyphenyl]-4-[2-Fluoro-4-(trideuteriomethoxy)phenyl]-2,3-dihydro-1-benzothiepin-8-ol FCCCN1C[C@H](CC1)OC1=CC=C(C=C1)C1=C(CCSC2=C1C=CC(=C2)O)C2=C(C=C(C=C2)OC([2H])([2H])[2H])F